C(C)(C)(C)OC(=O)N(C(=O)OC(C)(C)C)C1=NC=C(C(=C1)C=1C=C(N2CC(CC12)(C)C)C#N)Cl (5-chloro-4-(5-cyano-2,2-dimethyl-2,3-dihydro-1H-pyrrolizin-7-yl)pyridin-2-yl)iminodicarboxylic acid di-tert-butyl ester